C(C)(C)(C)N1N=C(C=C1N)[C@@H]1C[C@@H](CC1)O[Si](C)(C)C(C)(C)C 1-tert-butyl-3-[(1S,3R)-3-{[tert-butyl(dimethyl)silyl]oxy}cyclopentyl]-1H-pyrazol-5-amine